ClC1=CC=C(C=C1)[C@H](CCNC(=O)C=1N=C(SC1)C1=CC=C2C(=NNC2=C1)C(NC)=O)O (S)-N-(3-(4-chlorophenyl)-3-hydroxypropyl)-2-(3-(methylcarbamoyl)-1H-indazol-6-yl)thiazole-4-carboxamide